ClC=1C=CC(=C(C1)N1C(C(C2=CC=C(C=C12)C(F)F)C)=O)OC (5-chloro-2-methoxy-phenyl)-6-(difluoromethyl)-3-methyl-indolin-2-one